L-9-(methylaminomethyl)anthracene CNCC=1C2=CC=CC=C2C=C2C=CC=CC12